methyl trans-4-(methylamino)cyclohexane-1-carboxylate CN[C@@H]1CC[C@H](CC1)C(=O)OC